O1CCC(CC1)N1N=CC(=C1C(F)(F)F)C(=O)O 1-(tetrahydro-2H-pyran-4-yl)-5-(trifluoromethyl)-1H-pyrazole-4-carboxylic acid